C(C)(C)NC(C1=C(C=CC=C1)OC)=O N-isopropyl-2-methoxy-benzamide